NC1=NN(C(=C1C#N)N)[C@H](C(F)(F)F)C 3,5-diamino-1-[(1S)-2,2,2-tri-fluoro-1-methyl-ethyl]pyrazole-4-carbonitrile